NC1=NN2C(C=C(C=C2)C=2C(=C(C(=O)NCC(CC3=CC=C(C=C3)F)(F)F)C(=CC2)Cl)F)=N1 3-(2-amino-[1,2,4]triazolo[1,5-a]pyridin-7-yl)-6-chloro-N-(2,2-difluoro-3-(4-fluorophenyl)propyl)-2-fluorobenzamide